4-(4-fluoro-1H-pyrazol-1-yl)pyridin-2(1H)-one FC=1C=NN(C1)C1=CC(NC=C1)=O